(R)-8-(6-(1-(2-(3,3-dimethylpyrrolidin-1-yl)ethoxy)ethyl)pyridin-3-yl)-7-fluoro-3-methyl-1-(tetrahydro-2H-pyran-4-yl)-1H-imidazo[4,5-c]cinnolin-2(3H)-one CC1(CN(CC1)CCO[C@H](C)C1=CC=C(C=N1)C1=CC=2C3=C(N=NC2C=C1F)N(C(N3C3CCOCC3)=O)C)C